FC(C1=CN=C2N1C=CC=1CNCCC21)(F)F 3-(Trifluoromethyl)-7,8,9,10-tetrahydroimidazo[2,1-a][2,6]naphthyridine